1-(4-(4-(5-(2,6-difluorophenyl)-4,5-dihydroisoxazol-3-yl)thiazol-2-yl)piperidin-1-yl)-2-((4-methoxypyrimidin-2-yl)oxy)ethan-1-one FC1=C(C(=CC=C1)F)C1CC(=NO1)C=1N=C(SC1)C1CCN(CC1)C(COC1=NC=CC(=N1)OC)=O